ClC1(P(CCC1)C1=CC=CC=C1)Cl dichlorophenyl-phospholane